(2-methyltetrahydrothiophen-2-yl)methanol CC1(SCCC1)CO